N-(3,3-difluorocyclobutyl)-5-(3-(difluoromethyl)imidazo[1,2-b]pyridazin-6-yl)-7H-pyrrolo[2,3-d]pyrimidin-2-amine FC1(CC(C1)NC=1N=CC2=C(N1)NC=C2C=2C=CC=1N(N2)C(=CN1)C(F)F)F